Ethyl (E)-hex-2-enoyl-L-valinate C(\C=C\CCC)(=O)N[C@@H](C(C)C)C(=O)OCC